tert-butyl 5-(3-amino-2-nitrophenyl)hexahydropyrrolo[3,4-c]pyrrole-2(1H)-carboxylate NC=1C(=C(C=CC1)N1CC2C(C1)CN(C2)C(=O)OC(C)(C)C)[N+](=O)[O-]